4-(1H-imidazole-1-yl)phenol N1(C=NC=C1)C1=CC=C(C=C1)O